S(=O)(=O)(C1=CC=C(C)C=C1)CC(=O)[O-] Tosylacetate